2-(benzylamino)-N-methylbenzamide C(C1=CC=CC=C1)NC1=C(C(=O)NC)C=CC=C1